(S)-3-((3-chloro-1-(2-(3-hydroxyazetidin-1-yl)-2-oxoethyl)-1H-pyrrolo[2,3-b]pyridin-4-yl)methyl)-1-(4-methoxy-3-(pentyloxy)phenyl)-4-methyltetrahydropyrimidin-2(1H)-one ClC1=CN(C2=NC=CC(=C21)CN2C(N(CC[C@@H]2C)C2=CC(=C(C=C2)OC)OCCCCC)=O)CC(=O)N2CC(C2)O